Tetrahydro-2H-pyran-4-yl (7-fluoro-6-(8-methyl-2,3-dihydro-1H-pyrido[2,3-b][1,4]oxazin-7-yl)isoquinolin-3-yl)carbamate FC1=C(C=C2C=C(N=CC2=C1)NC(OC1CCOCC1)=O)C1=C(C2=C(OCCN2)N=C1)C